ClC1=C(C=CC=C1F)C1=C(C=CC=C1)B(O)O 2-chloro-3-fluoro-phenyl-phenylboronic acid